CC1=CC=C(C=C1)S(=O)(=O)[O-].C1(=CC=CC=C1)C=1C=CC2=C([NH+]=CO2)C1 5-phenyl-benzoxazolium para-toluenesulfonate